C(C)(C)(C)OC(NCCC1=CC=C(C=C1)C=1C=C(C2=CN(N=C2C1Cl)C(C(NC=1SC=CN1)=O)C1=C2N(C=N1)C[C@@H](C2)F)Cl)=O (4-(4,7-dichloro-2-(1-((R)-6-fluoro-6,7-dihydro-5H-pyrrolo[1,2-c]imidazol-1-yl)-2-oxo-2-(thiazol-2-ylamino)ethyl)-2H-indazol-6-yl)phenethyl)carbamic acid tert-butyl ester